N[C@@H](CNC(=O)NC=1C=C(C=C(C1C)Cl)S(=O)(=O)O)C(=O)OC 3-({[(2S)-2-amino-3-methoxy-3-oxopropyl]carbamoyl}amino)-5-chloro-4-methylbenzene-1-sulfonic acid